C(C)(C)(C)P(C(C)C=1[CH-]C=CC1)C(C)(C)C.[CH-]1C=CC=C1.[Fe+2] 2-[1-(di-tert-butylphosphino)ethyl]ferrocene